4-(2-acryloyloxyethoxy)-2-hydroxybenzophenone C(C=C)(=O)OCCOC1=CC(=C(C(=O)C2=CC=CC=C2)C=C1)O